(s)-2-(1-(ethoxycarbonyl)cyclobutane-1-carboxamido)-5-ureidopentanoic acid C(C)OC(=O)C1(CCC1)C(=O)N[C@H](C(=O)O)CCCNC(=O)N